C1(=CC=CC=C1)C(C1=CC=CC=C1)N1CCCC1 (R)-diphenylmethylpyrrolidine